7-azido-N-((S)-1-(((S)-6-((diphenyl(p-tolyl)methyl)amino)-1-((4-(hydroxymethyl)phenyl)amino)-1-oxohexan-2-yl)amino)-1-oxo-3-phenylpropan-2-yl)heptanamide N(=[N+]=[N-])CCCCCCC(=O)N[C@H](C(=O)N[C@H](C(=O)NC1=CC=C(C=C1)CO)CCCCNC(C1=CC=C(C=C1)C)(C1=CC=CC=C1)C1=CC=CC=C1)CC1=CC=CC=C1